4,6-dimethyl-2-thiopyrimidine CC1=CC(=NC(=S)N1)C